tris(2-carboxyethyl)-phosphine hydrochloride Cl.C(=O)(O)CCP(CCC(=O)O)CCC(=O)O